2'-di-tert-butylphosphino-2,4,6-triisopropylbiphenyl C(C)(C)(C)P(C1=C(C=CC=C1)C1=C(C=C(C=C1C(C)C)C(C)C)C(C)C)C(C)(C)C